CC1(CC2=C(C(N1)=O)C(=C(N2)C2=CC(=NC=C2)NC(C(C)C2=CC=C(C=C2)F)=O)C2=CC=C(C=C2)C)C N-{4-[6,6-Dimethyl-3-(4-methylphenyl)-4-oxo-4,5,6,7-tetrahydro-1H-pyrrolo[3,2-c]pyridin-2-yl]pyridin-2-yl}-2-(4-fluorophenyl)propanamid